N(=[N+]=[N-])CCCN1CCN(CC1)C(=O)OC(C)(C)C tert-butyl 4-(3-azidopropyl)piperazine-1-carboxylate